ethyl 5-methyl-4-oxo-7-p-tolyl-4,7-dihydro-3H-pyrrolo[2,3-d]-pyrimidine-6-carboxylate CC1=C(N(C=2N=CNC(C21)=O)C2=CC=C(C=C2)C)C(=O)OCC